C(C)N(CCNC1=C(C=CC=C1)N1CN=NC2=C1C(N(C(N2)=O)C)=O)CC 4-(2-(2-(diethylamino)ethylamino)phenyl)-6-methylpyrimido[5,4-e][1,2,4]triazin-5,7(6H,8H)-dione